C(=O)(OC(C)(C)C)N[C@@H]([C@@H](C)CC)C(=O)N boc-L-isoleucinamide